C1(=CC=CC=C1)C=1C2=C(N=C(N1)NCC1=NC=CC=C1)CN(C2)C#N 4-phenyl-2-((pyridin-2-ylmethyl)amino)-5,7-dihydro-6H-pyrrolo[3,4-d]pyrimidine-6-carbonitrile